tetrabutylCaprate C(CCC)C(C(C([O-])=O)(CCCC)CCCC)(CCCCCCC)CCCC